2-(3-methoxy-2-methylnaphthalen-1-yl)-4,4,5,5-tetramethyl-1,3,2-dioxaborolane COC=1C(=C(C2=CC=CC=C2C1)B1OC(C(O1)(C)C)(C)C)C